3-(1,2,4-thiadiazol-5-yl)pyrrolidine S1N=CN=C1C1CNCC1